10-phenyl-3'-(4,4,5,5-tetramethyl-1,3,2-dioxaborolan-2-yl)-10H-spiro[acridine-9,9'-xanthene] C1(=CC=CC=C1)N1C=2C=CC=CC2C2(C3=CC=CC=C3OC=3C=C(C=CC23)B2OC(C(O2)(C)C)(C)C)C2=CC=CC=C12